((2S,5R)-5-methyl-4-(1-methylcyclopropanecarbonyl)-2-phenylpiperazin-1-yl)-2-oxo-N-(1H-pyrazolo[3,4-c]pyridin-4-yl)acetamide C[C@H]1N(C[C@@H](N(C1)C(C(=O)NC1=C2C(=CN=C1)NN=C2)=O)C2=CC=CC=C2)C(=O)C2(CC2)C